[Cu].[Mg].[Cu] copper-magnesium-copper